P(OC1=C(C(=C(C=C1)C(C)(C)C)C1=C(C=C(C=C1)C(C)(C)C)C(C)(C)C)C1=C(C=C(C=C1)C(C)(C)C)C(C)(C)C)([O-])[O-] bis(2,4-di-t-butylphenyl)-4-t-butylphenyl phosphite